CC1=C(CN)C=CC=C1C 2,3-Dimethyl-benzylamin